3-chloro-5-(1-isopropyl-1H-pyrazol-4-yl)-4-methyl-picolinenitrile ClC=1C(=NC=C(C1C)C=1C=NN(C1)C(C)C)C#N